N-((S)-(4,4-difluorocyclohexyl)(5-((S)-2-methoxy-1-(2-oxoimidazolidin-1-yl)ethyl)benzo[d]oxazol-2-yl)methyl)-4-methyl-1,2,5-oxadiazole-3-carboxamide FC1(CCC(CC1)[C@H](NC(=O)C1=NON=C1C)C=1OC2=C(N1)C=C(C=C2)[C@@H](COC)N2C(NCC2)=O)F